2-(trifluoromethyl)-hexane FC(C(C)CCCC)(F)F